ClC1=NC=C(C=C1OC)B1OC(C)(C)C(C)(C)O1 2-chloro-3-methoxypyridine-5-boronic acid pinacol ester